OC=1C=C(C=CC1OC)C1OC2=C(SC1)C=CC=C2 2-(3-hydroxy-4-methoxyphenyl)-2,3-dihydro-1,4-benzoxathiine